3,5-dimethyl-4-(1-(1-phenylethyl)-1H-imidazo[4,5-b]pyridin-6-yl)isoxazole CC1=NOC(=C1C=1C=C2C(=NC1)N=CN2C(C)C2=CC=CC=C2)C